C([O-])([O-])=O.[Na+].BrC1=C(C=CC=C1)OC([2H])([2H])[2H].[Na+] 1-Bromo-2-[(2H3)methyloxy]benzene Sodium carbonate